4-amino-1-methyl-3-(4-((6-methylpyridin-2-yl)oxy)phenyl)-2-(1,2,3,6-tetrahydropyridin-4-yl)-1H-pyrrolo[3,2-c]pyridine-7-carbonitrile NC1=NC=C(C2=C1C(=C(N2C)C=2CCNCC2)C2=CC=C(C=C2)OC2=NC(=CC=C2)C)C#N